CS(=O)C1=CC=C(C=C1)C(C)=O 1-(4-methylsulfinyl-phenyl)ethanone